C(C)(C)(C)OC(COC1=CC=C2C(=C(C(N(C2=C1)C)=O)C#N)N1CCC(CC1)C=1OC2=C(N1)C=C(C=C2)C)=O (rac)-({3-cyano-1-methyl-4-[4-(5-methyl-1,3-benzooxazol-2-yl)piperidin-1-yl]-2-oxo-1,2-dihydroquinolin-7-yl}oxy)acetic acid tert-butyl ester